[K].N1C=C(C2=CC=CC=C12)CC(=O)O 3-indoleacetic acid potassium